FC(N1N=C(C(=C1)N)C)F 1-(difluoromethyl)-3-methyl-pyrazol-4-amine